ClC=1C=CC2=C(N=C(O2)N2CCC(CC2)CNC(=O)C2=CC(=NC=C2)S(=O)(=O)C2CC2)C1 N-[[1-(5-chloro-1,3-benzoxazol-2-yl)-4-piperidyl]methyl]-2-cyclopropylsulfonyl-pyridine-4-carboxamide